ClN1C(=C(C2=CC=CC(=C12)F)C=1C=NNC1)C1=NC(=NN1)C(F)(F)F chloro-7-fluoro-3-(1H-pyrazol-4-yl)-2-(3-(trifluoromethyl)-1H-1,2,4-triazol-5-yl)-1H-indole